tert-Butyl 3-((7-bromoimidazo[1,2-a]pyridin-2-yl)methyl)azetidine-1-carboxylate BrC1=CC=2N(C=C1)C=C(N2)CC2CN(C2)C(=O)OC(C)(C)C